4-(3-(4-(4-aminobutyl)piperazine-1-carbonyl)-4-fluorobenzyl)phthalazin-1(2H)-one NCCCCN1CCN(CC1)C(=O)C=1C=C(CC2=NNC(C3=CC=CC=C23)=O)C=CC1F